(R)-N-(3,3-difluoro-1-methylpiperidin-4-yl)-5-(1-(1,3-difluoropropan-2-yl)-1H-benzo[d][1,2,3]triazol-6-yl)-4-methoxypyrrolo[2,1-f][1,2,4]triazin-2-amine FC1(CN(CC[C@H]1NC1=NN2C(C(=N1)OC)=C(C=C2)C=2C=CC1=C(N(N=N1)C(CF)CF)C2)C)F